p-tert-butylbenzenethiosulfonic acid C(C)(C)(C)C1=CC=C(C=C1)S(=O)(O)=S